OC[C@H](C([2H])([2H])[2H])N1C(C2=CC=CC=C2C1=O)=O (S)-2-(1-hydroxypropane-2-yl-3,3,3-d3)isoindoline-1,3-dione